FC(C(=O)NC=1C=C(C(=O)NC=2C=C(CNC3=NC=NC=4N3N=CC4C(C)C)C=CC2)C=CC1)=C 4-((3-(3-(2-fluoroacrylamido)benzamido)benzyl)amino)-8-isopropylpyrazolo[1,5-a][1,3,5]triazine